N1C(=CC=2C=NC=CC21)[C@@H](C)NC(=O)[C@H]2N(C[C@@H](C2)C2=CC=CC=C2)C(CNC(=O)C=2C=CC=1SC3=CC=CC=C3OC1C2)=O (2S,4S)-N-((R)-1-(1H-pyrrolo[3,2-c]pyridin-2-yl)ethyl)-1-((phenoxathiine-3-carbonyl)glycyl)-4-phenylpyrrolidine-2-carboxamide